FC=1C=C(C=CC1)C1=C(C(=CC=C1)C1=CC(=NO1)N1CCNCC1)O 3-fluoro-2'-hydroxy-3'-(3-(piperazin-1-yl)isoxazol-5-yl)-[1,1'-biphenyl]